m-maleimidophenyl-N-hydroxysuccinimide C1(C=CC(N1C=1C=C(C=CC1)C1C(=O)N(C(C1)=O)O)=O)=O